4-(6-((2-Hydroxyethyl)carbamoyl)pyridin-3-yl)piperazine-1-carboxylate OCCNC(=O)C1=CC=C(C=N1)N1CCN(CC1)C(=O)[O-]